(R)-tert-Butyl methyl(2-((3-methyl-N-(2-oxo-2-((2'-oxo-1,1',2',3-tetrahydrospiro[indene-2,3'-pyrrolo[2,3-b]pyridin]-5-yl)amino)ethyl)azetidine-3-carboxamido)methyl)benzyl)carbamate CN(C(OC(C)(C)C)=O)CC1=C(C=CC=C1)CN(C(=O)C1(CNC1)C)CC(NC=1C=C2C[C@]3(C(NC4=NC=CC=C43)=O)CC2=CC1)=O